C1=CC=CC=2C3=CC=CC=C3C(C12)COC(=O)N[C@@H](CCCCNC(C[C@@H]1O[C@@H]([C@H]([C@H]1O)O)CO)=O)C(=O)O N2-(((9H-fluoren-9-yl)methoxy)carbonyl)-N6-(2-((2S,3R,4S,5R)-3,4-dihydroxy-5-(hydroxymethyl)tetrahydrofuran-2-yl)acetyl)-L-lysine